Tert-butyl 2,7-naphthyridine-2-carboxylate C1N(C=CC2=CC=NC=C12)C(=O)OC(C)(C)C